C(#N)C1(CC1)NS(=O)(=O)C1=CC=C2C3=C(N(C2=C1)C=1SC(=NN1)C(F)F)N=CN=C3N3CCN(CC3)C(C3=CN=C(C=C3)C)=O N-(1-Cyanocyclopropyl)-9-(5-(difluoromethyl)-1,3,4-thiadiazol-2-yl)-4-(4-(6-methylnicotinoyl)piperazin-1-yl)-9H-pyrimido[4,5-b]indole-7-sulfonamide